ClC=1C=C(C(=O)N(C)C2CC(C2)O)C=CC1C=1N(C2=NC=NC(=C2N1)OC1(CC1)C)CC1=NC=CC(=C1)C 3-chloro-N-((1s,3s)-3-hydroxycyclobutyl)-N-methyl-4-(6-(1-methylcyclopropoxy)-9-((4-methylpyridin-2-yl)methyl)-9H-purin-8-yl)benzamide